C1=CC=C(C=2C3=CC=CC=C3NC12)OCC(CNCCOC1=C(C=CC=C1)OC)O 1-(9H-carbazol-4-yloxy)-3-[2-(2-methoxyphenoxy)ethylamino]propan-2-ol